C[C@H]1COC2=C(CN1C1=CC=CC=C1)C=CC(=C2)C(=O)OC Methyl (S)-3-methyl-4-phenyl-2,3,4,5-tetrahydrobenzo[f][1,4]oxazepine-8-carboxylate